CO[SiH2]CCCC1C(=O)OC(C1)=O [3-(methoxysilyl)propyl]succinic anhydride